Magnesium aluminium tin [Sn].[Al].[Mg]